C(C)(C)(C)OC(C(C[C@H]1OCCCC1)N1C(C=C(C(=C1)OC)C1=C(C=CC(=C1)Cl)C1=CN=CO1)=O)=O 2-{4-[5-chloro-2-(1,3-oxazol-5-yl)phenyl]-5-methoxy-2-oxopyridin-1(2H)-yl}-3-[(2S)-tetrahydro-2H-pyran-2-yl]propionic acid tert-butyl ester